1,3-bis[(2-cyano-3,3-diphenylpropenoyl)oxy]-2,2-bis[[(2-cyano-3,3-diphenylpropenoyl)oxy]methyl]propane C(#N)C(C(=O)OCC(COC(C(=C(C1=CC=CC=C1)C1=CC=CC=C1)C#N)=O)(COC(C(=C(C1=CC=CC=C1)C1=CC=CC=C1)C#N)=O)COC(C(=C(C1=CC=CC=C1)C1=CC=CC=C1)C#N)=O)=C(C1=CC=CC=C1)C1=CC=CC=C1